8-methyl-3-phenylimidazo[1,2-a]pyridine CC=1C=2N(C=CC1)C(=CN2)C2=CC=CC=C2